C1(CC1)C(N1C[C@]2(CCN3N=C(C=C32)C=3N=C(C(=NC3)N)C(F)(F)F)CC1)C=1NC=CN1 5-{(3R)-1-[cyclopropyl(1H-imidazol-2-yl)methyl]-5',6'-dihydrospiro[pyrrolidine-3,4'-pyrrolo[1,2-b]pyrazol]-2'-yl}-3-(trifluoromethyl)pyrazin-2-amine